[Ru+2].IC(C1=C(C(=C(C(=C1C)C)C)C)C)I Diiodo(hexamethylbenzene) ruthenium(II)